C(CC)S(=O)(=O)O.P(=O)(O)(O)O.N1=CC=CC=C1 pyridine phosphate propanesulfonate